2-chloro-4-(2'-(dibenzo[b,d]thiophen-3-yl)-[1,1'-biphenyl]-4-yl)-6-(triphenylen-2-yl-d11)-1,3,5-triazine ClC1=NC(=NC(=N1)C1=CC=C(C=C1)C1=C(C=CC=C1)C=1C=CC2=C(SC3=C2C=CC=C3)C1)C1=C(C3=C2C(=C(C(=C(C2=C2C(=C(C(=C(C2=C3C(=C1[2H])[2H])[2H])[2H])[2H])[2H])[2H])[2H])[2H])[2H])[2H]